O1C(=CC=C1)C=1OC=2N=C3N(C(C2N1)=O)CCC3 2-(furan-2-yl)-6,7-dihydrooxazolo[5,4-d]pyrrolo[1,2-a]pyrimidin-9(5H)-one